ClC=1C=C(C=C(C1)C#N)C(C)(C)C1=CC=C(OCC2=NC(=NC=C2)N2CCN(CC2)C2CN(CC2)CC2CCN(CC2)C(=O)[O-])C=C1 4-((3-(4-(4-((4-(2-(3-chloro-5-cyanophenyl)prop-2-yl)phenoxy)methyl)pyrimidine-2-yl)piperazin-1-yl)pyrrolidin-1-yl)methyl)piperidine-1-carboxylate